COC1=CC=C(CSC2=CC=C3C=NN(C3=C2)C(=O)OC(C)(C)C)C=C1 tert-butyl 6-((4-methoxybenzyl)thio)-1H-indazole-1-carboxylate